4-((4bS,5R,6S,7S,7aR)-4b,5-dihydroxy-4-methoxy-7-phenyl-6-(piperidin-1-ylmethyl)-4b,5,6,7-tetrahydro-7aH-cyclopenta[4,5]furo[2,3-c]pyridin-7a-yl)benzonitrile O[C@@]12[C@@](OC=3C=NC=C(C31)OC)([C@@H]([C@H]([C@H]2O)CN2CCCCC2)C2=CC=CC=C2)C2=CC=C(C#N)C=C2